(R)-N-(5-chloro-4-(2-(5-fluoro-2-(hydroxymethyl)benzyl)-3-(methoxymethyl)-1-oxo-1,2,3,4-tetrahydropyrrolo[1,2-a]pyrazin-7-yl)pyridine-2-yl)acetamide ClC=1C(=CC(=NC1)NC(C)=O)C=1C=C2N(C[C@@H](N(C2=O)CC2=C(C=CC(=C2)F)CO)COC)C1